tert-butyl (3-(6-(trifluoromethyl)pyridin-2-yl)bicyclo[1.1.1]pentan-1-yl)carbamate FC(C1=CC=CC(=N1)C12CC(C1)(C2)NC(OC(C)(C)C)=O)(F)F